3-(4-((1,1-dimethylethyl)sulfonamido)phenyl)-5-(pyrazin-2-ylamino)-1H-pyrazole-4-carboxamide CC(C)(C)S(=O)(=O)NC1=CC=C(C=C1)C1=NNC(=C1C(=O)N)NC1=NC=CN=C1